4,4-bis(hex-2-yn-1-yloxy)butanoic acid 6-bromohexyl ester BrCCCCCCOC(CCC(OCC#CCCC)OCC#CCCC)=O